N1N=C(C2=NC=CC=C21)NC2=C(C(NC=C2)=O)C(=O)NC2=CC=C(C=C2)N2CCN(CC2)C 4-((1H-Pyrazolo[4,3-b]pyridin-3-yl)amino)-N-(4-(4-methylpiperazin-1-yl)phenyl)-2-oxo-1,2-dihydropyridine-3-carboxamide